FC1=CC(=C(C(=C1)OC)S(=O)(=O)Cl)OC 4-fluoro-2,6-dimethoxybenzene-1-sulfonyl chloride